(3-azidomethyl-1H-pyrazol-1-yl)-2-trifluoromethyl-benzonitrile N(=[N+]=[N-])CC1=NN(C=C1)C=1C(=C(C#N)C=CC1)C(F)(F)F